N1C=C(C2=CC=CC=C12)CCNCC1=CC=C(C=C1)/C=C/C(=O)OC methyl (E)-3-(4-(((2-(1H-indol-3-yl)ethyl)amino)methyl)phenyl)acrylate